ClC1=CC=2N(C=C1)C=C(N2)C(=O)NNC(NC2=CC=C(C(=O)O)C=C2)=S 4-(2-(7-Chloroimidazo[1,2-a]pyridine-2-carbonyl)hydrazine-1-carbothioamido)benzoic acid